C(C)(C)(C)OC([C@H](CCC(=O)N[C@@H](CCCCNC(C)=C1C(CC(CC1=O)(C)C)=O)C(=O)O)NC(=O)N[C@H](C(=O)OC(C)(C)C)CCC(=O)OC(C)(C)C)=O N2-((S)-5-(tert-butoxy)-4-(3-((S)-1,5-di-tert-butoxy-1,5-dioxopentan-2-yl)ureido)-5-oxo-pentanoyl)-N6-(1-(4,4-dimethyl-2,6-dioxocyclohexylidene)ethyl)-L-lysine